C(C)(C)(C)N1[C@@H](C[C@H](C1)NC(=O)C=1OC(=CN1)C1=C(C=CC(=C1)C#N)OC(F)(F)F)C tert-Butyl-(2R,4R)-4-(5-(5-cyano-2-(trifluoromethoxy)phenyl)oxazole-2-carboxamido)-2-methylpyrrolidine